Butyl ((4-methyl-2-(((1S*,2S*)-2-vinylcyclopentyl)oxy)phenyl)sulfonyl)-L-prolinate CC1=CC(=C(C=C1)S(=O)(=O)N1[C@@H](CCC1)C(=O)OCCCC)O[C@@H]1[C@@H](CCC1)C=C |o1:23,24|